5H,6H,7H,7aH-pyrrolo[3,2-c]pyridin-4-one N1=CC=C2C(NCCC21)=O